N1(CCCC1)CC=1C=CC(=NC1)/C=C/C1=NN(C2=CC(=CC=C12)N)C1OCCCC1 3-[(trans)-2-[5-(pyrrolidin-1-ylmethyl)-2-pyridyl]vinyl]-1-tetrahydropyran-2-ylindazol-6-amine